4-Chloro-5-(chlorosulfonyl)-2-fluorobenzoic Acid ClC1=CC(=C(C(=O)O)C=C1S(=O)(=O)Cl)F